(S)-2-(((S)-1-cyano-2-(2-fluoro-4-(3-methyl-2-oxo-2,3-dihydrobenzo[d]oxazol-5-yl)phenyl)ethyl)carbamoyl)-1,4-oxazepane-4-carboxylic acid tert-butyl ester C(C)(C)(C)OC(=O)N1C[C@H](OCCC1)C(N[C@@H](CC1=C(C=C(C=C1)C=1C=CC2=C(N(C(O2)=O)C)C1)F)C#N)=O